Naphthalenediamine C1=CC=C2C(=C1)C=CC(=C2N)N